N-(4-(pyrrolidin-1-yl)butyl)oxazole-4-carboxamide N1(CCCC1)CCCCNC(=O)C=1N=COC1